C(C)(C)(C)OC(=O)N[C@@H](CC(=O)OCC)C=1C=C(C=C(C1F)C)C1=C(C(=CC=C1O)F)C ethyl (3S)-3-[(tert-butoxycarbonyl)amino]-3-{3',4-difluoro-6'-hydroxy-2',5-dimethyl-[1,1'-biphenyl]-3-yl}propanoate